2-[6-(trifluoromethyl)-4-[4-(trifluoromethyl)cyclohexyl]-3-pyridinyl]-1H-1,6-naphthyridin-4-one FC(C1=CC(=C(C=N1)C=1NC2=CC=NC=C2C(C1)=O)C1CCC(CC1)C(F)(F)F)(F)F